FC1=C(C=C(C=C1C=1C(=NN(C1C)C)C)OC1COC1)C1=C2C(=NC=C1)N=CN2 7-(2-fluoro-5-(oxetan-3-oxy)3-(1,3,5-trimethyl-1H-pyrazol-4-yl)phenyl)-1H-imidazo[4,5-b]pyridine